ClC=1C=C(C=CC1)NC(=NC1=CC=CC=C1)N N-(3-chlorophenyl)-N''-phenyl-guanidine